C(=O)O.O1C[C@@H](CCC1)NC1=NN=C(C=2N1C=NC2)C2=C(C=C(C=C2)C(F)(F)F)O 2-(4-{[(3R)-oxacyclohex-3-yl]amino}imidazo[1,5-d][1,2,4]triazin-1-yl)-5-(trifluoromethyl)phenol formate salt